1,2-dimethyl-2-propenylmethyldimethoxysilane CC(C(=C)C)[Si](OC)(OC)C